(4-(2-(2-fluoro-3-formyl-4-methylphenoxy)ethyl)phenyl)carbamic acid tert-butyl ester C(C)(C)(C)OC(NC1=CC=C(C=C1)CCOC1=C(C(=C(C=C1)C)C=O)F)=O